[NH4+].P(=O)(OC1(CC1)C(=O)OC1=C(C(=CC(=C1)CCCCC)O)[C@H]1[C@@H](CCC(=C1)C)C(=C)C)(OCC(CCC)CCC)[O-] 1-((((1'R,2'R)-6-hydroxy-5'-methyl-4-pentyl-2'-(prop-1-en-2-yl)-1',2',3',4'-tetrahydro-[1,1'-biphenyl]-2-yl)oxy)carbonyl)cyclopropyl (2-propylpentyl) phosphate ammonium salt